tert-butyl 4-[3-[[4-[(6-chloro-8-isopropyl-7-oxo-pyrido[2,3-d]pyrimidin-2-yl)amino]-3-methyl-phenyl]sulfonylmethyl]azetidin-1-yl]piperidine-1-carboxylate ClC1=CC2=C(N=C(N=C2)NC2=C(C=C(C=C2)S(=O)(=O)CC2CN(C2)C2CCN(CC2)C(=O)OC(C)(C)C)C)N(C1=O)C(C)C